CC1=NC(=C(C(=O)O)C(=C1)C1CC1)CCCCCOC(C1=CC=CC=C1)=O methyl-2-(5-(benzoyloxy)pentyl)-4-cyclopropylnicotinic acid